N[C@@H]1CN(CC[C@H]1F)C1=NC2=C(N1CC(=O)N1C(CC1)C(C)C)C=C(C(=C2)F)F 2-(2-((3r,4r)-3-amino-4-fluoropiperidin-1-yl)-5,6-difluoro-1H-benzo[d]imidazol-1-yl)-1-(2-isopropylazetidin-1-yl)ethanone